4,4'-(1,2-acetylenediyl)dibenzoic acid C(#CC1=CC=C(C(=O)O)C=C1)C1=CC=C(C(=O)O)C=C1